C(N)(O)=O.C1(=CC=CC2=CC=CC=C12)C1=CC=CC2=CC=CC=C12 binaphthyl carbamate